N[C@H](C(=O)NCCCC[C@@H](C(=O)O)NC(=O)OCC1C2=CC=CC=C2C=2C=CC=CC12)CCCCN (2S)-6-[(2S)-2,6-diaminohexanamido]-2-({[(9H-fluoren-9-yl)methoxy]carbonyl}amino)hexanoic acid